N1=CC(=CC=C1)C1=NN=C(S1)N (pyridin-3-yl)-1,3,4-thiadiazol-2-amine